5,6-bis(4-octyldodecyloxy-phenoxy)benzothiadiazole C(CCCCCCC)C(CCCOC1=C(OC=2C(=CC3=C(N=NS3)C2)OC2=C(C=CC=C2)OCCCC(CCCCCCCC)CCCCCCCC)C=CC=C1)CCCCCCCC